ClCC1=CC=C(C(=O)NC2=CC3=C(N(C4=CC=CC=C34)C(C)C)C(=N2)C)C=C1 4-(chloromethyl)-N-(9-isopropyl-1-methyl-9H-pyrido[3,4-b]indol-3-yl)benzamide